7-chloro-5-(7-(difluoromethyl)-6-(1-methyl-1H-pyrazol-4-yl)-3,4-dihydroquinolin-1(2H)-yl)-1,3-dimethyl-1,6-naphthyridine ClC1=NC(=C2C=C(CN(C2=C1)C)C)N1CCCC2=CC(=C(C=C12)C(F)F)C=1C=NN(C1)C